(1s,4s)-N-(4-ethyl-3-methylphenyl)-4-(5-methyl-2-oxo-1,2-dihydroquinazolin-3(4H)-yl)cyclohexanecarboxamide C(C)C1=C(C=C(C=C1)NC(=O)C1CCC(CC1)N1C(NC2=CC=CC(=C2C1)C)=O)C